methyl 7-chloro-2,4-dimethyl-2-(piperidin-4-yl)benzo[d][1,3]dioxole-5-carboxylate ClC1=CC(=C(C2=C1OC(O2)(C2CCNCC2)C)C)C(=O)OC